C(C)N(CCCOC1=C(C=C2C(=NC=NC2=C1)OC1=C(C=C(C=C1)NC(=O)C1([C@@H]([C@H]1C)C)C(=O)NC1=CC=C(C=C1)F)F)OC)CC (2R,3R)-N-(4-{[7-{[3-(diethylamino)propyl]oxy}-6-(methyloxy)quinazolin-4-yl]oxy}-3-fluorophenyl)-N'-(4-fluorophenyl)-2,3-dimethylcyclopropane-1,1-dicarboxamide